4,5-dibromo-o-xylene CC1=CC(=C(C=C1C)Br)Br